C1(CC1)S(=O)(=O)N1N=CC(=C1)C1=NC=CC(=N1)NC1=CC(=CC=N1)NC(C)C 6-((2-(1-(cyclopropylsulfonyl)-1H-pyrazol-4-yl)pyrimidin-4-yl)amino)-4-(isopropylamino)pyridin